1-fluoro-N-((6S,7S)-5-(2-hydroxy-2-methylpropanoyl)-6-((2,3',5,5'-tetrafluoro-[1,1'-biphenyl]-3-yl)methyl)-5-azaspiro[2.4]heptan-7-yl)methanesulfonamide FCS(=O)(=O)N[C@@H]1[C@@H](N(CC12CC2)C(C(C)(C)O)=O)CC=2C(=C(C=C(C2)F)C2=CC(=CC(=C2)F)F)F